3-(2-sulfanylethylsulfanyl)-2-(2-sulfanylethylsulfanyl)propane-1-thiol SCCSCC(CS)SCCS